(3R,4R)-4-((7-(2,6-difluoro-3-methylphenyl)-5-fluoropyrrolo[2,1-f][1,2,4]triazin-2-yl)amino)-1-(methylsulfonyl)piperidin-3-ol FC1=C(C(=CC=C1C)F)C1=CC(=C2C=NC(=NN21)N[C@H]2[C@@H](CN(CC2)S(=O)(=O)C)O)F